(S)-3-((S)-sec-butyl)-7-fluoro-2-oxo-1,2,3,5-tetrahydro-4H-benzo[e][1,4]diazepine-4-carboxamide [C@H](C)(CC)[C@@H]1N(CC2=C(NC1=O)C=CC(=C2)F)C(=O)N